4-Cyclohexyl-N-(4-((4-(trifluoromethoxy)benzyl)amino)phenyl)butanamid C1(CCCCC1)CCCC(=O)NC1=CC=C(C=C1)NCC1=CC=C(C=C1)OC(F)(F)F